(S)-2-((1-hydroxy-3-(octadecyloxy)propan-2-yl)oxy)-5-methylisophthalonitrile OC[C@@H](COCCCCCCCCCCCCCCCCCC)OC1=C(C#N)C=C(C=C1C#N)C